1-benzoylpiperazine C(C1=CC=CC=C1)(=O)N1CCNCC1